5-{3,3-difluoro-8-azabicyclo[3.2.1]octan-8-yl}pentanoic acid FC1(CC2CCC(C1)N2CCCCC(=O)O)F